COCC1=CC=CC(=N1)CN1N=NC(=C1)C1=CC(=NC(=N1)N)C1=CC(=CC=C1)S(=O)(=O)C 6-(1-{[6-(methoxymethyl)-2-pyridinyl]methyl}-1H-1,2,3-triazol-4-yl)-4-[m-(methylsulfonyl)phenyl]-2-pyrimidinylamine